N[C@@H]1[C@@H](CCCC1)C(=O)O cis-2-(amino)-cyclohexanecarboxylic acid